lithium imidazolate salt [N-]1C=NC=C1.[Li+]